Tert-butyl ((R or S)-(4,4-difluorocyclohexyl)(4-fluoro-5-((R or S)-2-methoxy-1-((S)-2-oxo-4-(trifluoromethyl)imidazolidin-1-yl)ethyl)benzo[d]oxazol-2-yl)methyl)-carbamate FC1(CCC(CC1)[C@H](C=1OC2=C(N1)C(=C(C=C2)[C@H](COC)N2C(N[C@@H](C2)C(F)(F)F)=O)F)NC(OC(C)(C)C)=O)F |o1:7,17|